2,2',4,5',6-pentabromobiphenyl BrC1=C(C(=CC(=C1)Br)Br)C1=C(C=CC(=C1)Br)Br